(3-Fluoro-4-(((5-(trifluoromethyl)isoxazol-3-yl)amino)methyl)phenyl)boronic acid FC=1C=C(C=CC1CNC1=NOC(=C1)C(F)(F)F)B(O)O